CN1C=NC(=C1)N1C=NC(=C1)NC1=NC(=NN2C1=CC=C2)N2C(CCC2)C2=NC=CC=C2 N-(1'-methyl-1'H-[1,4'-biimidazol]-4-yl)-2-(2-(pyridin-2-yl)pyrrolidin-1-yl)pyrrolo[2,1-f][1,2,4]triazin-4-amine